methyl (1s,4s)-4-((tert-butoxycarbonyl) amino)-1-fluorocyclohexane-1-carboxylate C(C)(C)(C)OC(=O)NC1CCC(CC1)(C(=O)OC)F